CN1N=C(C2=CC(=CC=C12)C1=CC=C(C=C1)CCCC(=O)NC=1C=NC=CC1)C 4-(4-(1,3-dimethyl-1H-indazol-5-yl)phenyl)-N-(pyridin-3-yl)butanamide